(S)-2-((4-(6-((2-fluoro-4-(3-fluorooxetan-3-yl)benzyl)oxy)pyridin-2-yl)piperidin-1-yl)methyl)-1-(oxetane-2-ylmethyl)-1H-benzo[d]imidazole-6-carboxylic acid FC1=C(COC2=CC=CC(=N2)C2CCN(CC2)CC2=NC3=C(N2C[C@H]2OCC2)C=C(C=C3)C(=O)O)C=CC(=C1)C1(COC1)F